trilysine (acetate) C(C)(=O)O.N[C@@H](CCCCN)C(=O)O.N[C@@H](CCCCN)C(=O)O.N[C@@H](CCCCN)C(=O)O